N-[(2S,3R)-2-[(3',5'-difluoro[1,1'-biphenyl]-3-yl)methyl]-4,4-difluoro-1-(oxetane-2-carbonyl)pyrrolidin-3-yl]-cyclopropanesulfonamide FC=1C=C(C=C(C1)F)C1=CC(=CC=C1)C[C@@H]1N(CC([C@@H]1NS(=O)(=O)C1CC1)(F)F)C(=O)C1OCC1